3-(2-phenylethynyl)-2-(1,2,3,6-tetrahydropyridin-4-yl)benzoic acid trifluoroacetic acid salt FC(C(=O)O)(F)F.C1(=CC=CC=C1)C#CC=1C(=C(C(=O)O)C=CC1)C=1CCNCC1